NC=1C(N(C=CC1)C1=CC=CC=C1)=O 3-amino-1-phenyl-pyridin-2-one